6-chloro-N-[rac-1-(aminooxymethyl)-2-(2,4-dimethylphenyl)ethyl]-3-[3-(trifluoro-methyl)phenoxy]pyridazine-4-carboxamide ClC1=CC(=C(N=N1)OC1=CC(=CC=C1)C(F)(F)F)C(=O)N[C@H](CC1=C(C=C(C=C1)C)C)CON |r|